4-((2s,5R)-4-((R)-(3-cyclopropyl-1,2,4-oxadiazol-5-yl)(4-fluorophenyl)methyl)-2,5-diethylpiperazin-1-yl)-1-methyl-2-oxo-1,2-dihydropyrido[3,2-d]pyrimidine-6-carbonitrile C1(CC1)C1=NOC(=N1)[C@H](N1C[C@@H](N(C[C@H]1CC)C=1C2=C(N(C(N1)=O)C)C=CC(=N2)C#N)CC)C2=CC=C(C=C2)F